O1C(=NN=C1)CC1=CC=C(CNC(OC(C)(C)C)=O)C=C1 tert-butyl (4-((1,3,4-oxadiazol-2-yl)methyl)benzyl)carbamate